(benzyloxy)acetohydrazide C(C1=CC=CC=C1)OCC(=O)NN